3-aziridinylpropionate N1(CC1)CCC(=O)[O-]